C(C)OC1=CC(N(C=C1C=1C=NN(C1)C(C)C1=CC(=CC=C1)C=1C=NN(C1)C)C)=O 4-ethoxy-1-methyl-5-(1-(1-(3-(1-methyl-1H-pyrazol-4-yl)phenyl)ethyl)-1H-pyrazol-4-yl)pyridin-2(1H)-one